CC(CC[C@@H](C(=O)O)NCC1=CC=CC=2N(C=NC21)C)(C)C (S)-5,5-dimethyl-2-(((1-methyl-1H-benzo[d]imidazol-4-yl)methyl)amino)hexanoic acid